ClN1CC(C#N)=C(C=C1C)C1=CC=C(C=C1)[N+](=O)[O-] 1-chloro-6-methyl-4-(4-nitrophenyl)nicotinonitrile